ClC=1C(=CC(=C(C1)NC(=O)NCCCCl)OC)OC (5-chloro-2,4-dimethoxyphenyl)-3-(3-chloropropyl)urea